FC1(CC(C1)(CC1=NN=CN1C)C=1C=C(C=CC1)N1C(C2=CC(=C(C(=C2C1)C(F)(F)F)F)CNC1(CCC1)C)=O)F 2-(3-(3,3-difluoro-1-((4-methyl-4H-1,2,4-triazol-3-yl)methyl)cyclobutyl)phenyl)-5-fluoro-6-(((1-methylcyclobutyl)amino)-methyl)-4-(trifluoromethyl)isoindolin-1-one